NCCN(S(=O)(=O)CCNC(CCC(=O)O)=O)CCN 4-((2-(N,N-di(2-aminoethyl)sulfamoyl)ethyl)amino)-4-oxobutanoic acid